CC1=C(C=C(C(=O)NCC2=NC=C3C=CC(=NC3=C2)N2CCN(CC2)C2=CC=NC=C2)C=C1)S(=O)(=O)C 4-methyl-3-(methylsulfonyl)-N-((2-(4-(pyridin-4-yl)piperazin-1-yl)-1,6-naphthyridin-7-yl)methyl)benzamide